C1(=CC=CC=C1)N(C1=CC=C(C=C1)C1(CC=C(C=C1)N(C1=CC=CC=C1)C1=CC=CC=C1)N)C1=CC=CC=C1 1-(4-(diphenylamino)phenyl)-N4,N4-Diphenylbenzene-1,4-diamine